Sinapoyl-Glucose C(\C=C\C1=CC(OC)=C(O)C(OC)=C1)(=O)C(=O)[C@H](O)[C@@H](O)[C@H](O)[C@H](O)CO